FC=1C(=C(C=CC1)OC)[N+](=O)[O-] fluoro-2-nitro-anisole